Methyl 5-((1H-pyrazol-1-yl)methyl)-6-cyclopropylpicolinate N1(N=CC=C1)CC=1C=CC(=NC1C1CC1)C(=O)OC